C(C1=CC=CC=C1)OC1=CC=CC=2C3=C(NC12)CCN(CC3)C 7-(benzyloxy)-3-methyl-1,2,3,4,5,6-hexahydroazepino[4,5-b]indole